CC1CCC(CC1)N(C(C(C)C)=O)[C@H]1C[C@H](N(C1)C(=O)OC(C)(C)C)C(=O)OC 1-(tert-butyl) 2-methyl (2s,4s)-4-(N-((1s,4R)-4-methylcyclohexyl)isobutyramido)pyrrolidine-1,2-dicarboxylate